ClC=1N=CC2=C(N1)N(C=C2C=2SC=CC2)[C@H]2[C@@H]([C@@H]([C@H](C2)CN(C=2C=NNC2)CCCNCCC2=CC=CC=C2)O)O (1R,2S,3R,5R)-3-[2-chloro-5-(thiophen-2-yl)pyrrolo[2,3-d]pyrimidin-7-yl]-5-[{{3-[(2-phenylethyl)amino]propyl}(1H-pyrazol-4-yl)amino}methyl]cyclopentane-1,2-diol